7-(8-chloro-3,4-di-hydro-2,7-naphthyridin-2(1H)-yl)-5-(4-chloro-2-fluorophenyl)-2,3-dimethylpyrido[4,3-d]-pyrimidin-4(3H)-one ClC=1N=CC=C2CCN(CC12)C1=CC=2N=C(N(C(C2C(=N1)C1=C(C=C(C=C1)Cl)F)=O)C)C